4-bromo-2-(2-methyltetrazol-5-yl)-N-[3-(trifluoromethyl)phenyl]aniline tert-butyl-1-(9-ethyl-6-morpholino-8-(pyridin-4-yl)-9H-purin-2-yl)-5-phenyl-1H-pyrazole-3-carboxylate C(C)(C)(C)OC(=O)C1=NN(C(=C1)C1=CC=CC=C1)C1=NC(=C2N=C(N(C2=N1)CC)C1=CC=NC=C1)N1CCOCC1.BrC1=CC(=C(NC2=CC(=CC=C2)C(F)(F)F)C=C1)C=1N=NN(N1)C